aza-flavone C1=CC=C(C=C1)C2=NC(=O)C3=CC=CC=C3O2